C1(CCCCC1)P(C1=CC(=CC=C1)C1=C(C=C(C=C1C(C)C)C(C)C)C(C)C)C1CCCCC1 dicyclohexyl-[3-(2,4,6-triisopropyl-phenyl)phenyl]phosphane